[K+].C(CCCCC)(=O)N[C@H]1[C@H]2SC([C@@H](N2C1=O)C(=O)[O-])(C)C (2S,5R,6R)-6-(caproamido)3,3-dimethyl-7-oxo-4-thia-1-azabicyclo[3.2.0]heptane-2-carboxylic acid potassium salt